NC[C@H]1[C@@H]([C@H]([C@]2([C@@]1(C1=C(C=NC=C1OC)O2)O)C2=CC=C(C#N)C=C2)C2=CC=CC=C2)CO |r| rac-4-((4bR,5R,6R,7S,7aR)-5-(aminomethyl)-4b-hydroxy-6-(hydroxymethyl)-4-methoxy-7-phenyl-4b,5,6,7-tetrahydro-7aH-cyclopenta[4,5]furo[2,3-c]pyridin-7a-yl)benzonitrile